N-[6-Acetamido-7-fluoro-2-(hydroxymethyl)indan-5-yl]acetamide C(C)(=O)NC1=C(C=C2CC(CC2=C1F)CO)NC(C)=O